3,4-bis(phenylsulfonyl)-1,2,5-oxadiazole C1(=CC=CC=C1)S(=O)(=O)C1=NON=C1S(=O)(=O)C1=CC=CC=C1